FC1=C(C=C2CC(C(C2=C1)NC(O[C@@H]1CN2CCC1CC2)=O)(C)C)C2=CC=C(C=C2)C(C)C (S)-quinuclidin-3-yl (6-fluoro-5-(4-isopropylphenyl)-2,2-dimethyl-2,3-dihydro-1H-inden-1-yl)carbamat